N-[2-(4-formylcyclohexyl)-6-methoxy-indazol-5-yl]pyrimidine-2-carboxamide C(=O)C1CCC(CC1)N1N=C2C=C(C(=CC2=C1)NC(=O)C1=NC=CC=N1)OC